ClC=1C(=NC(=C(N1)NC1CCOCC1)CC)C(=O)NC 3-chloro-6-ethyl-N-methyl-5-((tetrahydro-2H-pyran-4-yl)amino)pyrazine-2-carboxamide